CC1=CC=C(C=C1)S(=O)(=O)O.C(CCC)C=1N=C2N(C=C(C=C2)OC\C(\CN)=C/F)C1 (Z)-2-(((2-butylimidazo[1,2-a]pyridin-6-yl)oxy)methyl)-3-fluoroprop-2-en-1-amine 4-methylbenzenesulfonate